COC1=CC=C(C=C1)C=1N=C(C2=C(N1)CN(C2)C#N)N2CCCC2 2-(4-methoxyphenyl)-4-(pyrrolidin-1-yl)-5,7-dihydro-6H-pyrrolo[3,4-d]pyrimidine-6-carbonitrile